C1N(CCC2=CC=CC=C12)[C@H]1[C@@H](CN(CC1)C(=O)C=1C=CC2=C(NC(OC2(C)C)=O)C1)O 7-((3R,4R)-4-(3,4-dihydroisoquinolin-2(1H)-yl)-3-hydroxypiperidine-1-carbonyl)-4,4-dimethyl-1,4-dihydro-2H-benzo[d][1,3]oxazin-2-one